FC(C=1C=NNC1C(=O)N)(F)F 4-(trifluoromethyl)-1H-pyrazole-5-carboxamide